methyl ((1S,2R,4aS,6aR,6bS,8aR,12aS,14aR,14bS)-11-cyano-1,2,6a,6b,9,9,12a-heptamethyl-10,14-dioxo-1,3,4,5,6,6a,6b,7,8,8a,9,10,12a,14,14a,14b-hexadecahydropicen-4a(2H)-yl)carbamate C(#N)C=1C(C([C@@H]2CC[C@]3([C@@]4(CC[C@]5(CC[C@H]([C@@H]([C@H]5[C@H]4C(C=C3[C@]2(C1)C)=O)C)C)NC(OC)=O)C)C)(C)C)=O